N-(4-(4-((cyclohexylmethyl)sulfonamido)-3-fluorophenyl)-1H-pyrrolo[2,3-b]pyridin-6-yl)cyclopropylcarboxamide C1(CCCCC1)CS(=O)(=O)NC1=C(C=C(C=C1)C1=C2C(=NC(=C1)NC(=O)C1CC1)NC=C2)F